3-(azidomethyl)-6-(trifluoromethyl)-1H-indole N(=[N+]=[N-])CC1=CNC2=CC(=CC=C12)C(F)(F)F